2-(5-Chloro-3-(3-(4-(trifluoromethoxy)phenyl)ureido)-1H-indole-1-carbonyl)benzyl-glycine ClC=1C=C2C(=CN(C2=CC1)C(=O)C1=C(CNCC(=O)O)C=CC=C1)NC(=O)NC1=CC=C(C=C1)OC(F)(F)F